BrC=1C(=CC=2C(C3=CC=CC(=C3OC2C1)F)=O)F 3-bromo-2,5-difluoro-xanthen-9-one